N1=CC=CC=2OCCC3N(C21)CCNC3 7,7a,8,9,10,11-hexahydro-6H-pyrazino[1,2-d]pyrido[3,2-b][1,4]oxazepine